ClC=1C(=NC(=NC1)NC1=C(C=C(C=C1)N1CCC(CC1)NCC=1C=C2CN(C(C2=CC1F)=O)C1C(NC(CC1)=O)=O)OC)NC1=C(C=CC=C1)P(=O)(C)C 3-(5-(((1-(4-((5-chloro-4-((2-(dimethylphosphoryl)phenyl)amino)pyrimidin-2-yl)amino)-3-methoxyphenyl)piperidin-4-yl)amino)methyl)-6-fluoro-1-oxoisoindolin-2-yl)piperidine-2,6-dione